6,7-dihydro-5H-pyrrolo[1,2-b][1,2,4]Triazole-2-amine N1=C2N(N=C1N)CCC2